1,2,3,4-tetrahydropyrazino[1,2-a]benzimidazol C1NCCN2C1=NC1=C2C=CC=C1